3-(4'-((S,E)-4-hydroxy-3-(2-((S)-1-hydroxyethyl)-1H-imidazol-1-yl)but-1-en-1-yl)-[1,1'-biphenyl]-4-yl)-N-(2-hydroxyethyl)cyclobutane-1-carboxamide OC[C@H](/C=C/C1=CC=C(C=C1)C1=CC=C(C=C1)C1CC(C1)C(=O)NCCO)N1C(=NC=C1)[C@H](C)O